1-(tert-butyl)2-ethyl (R)-4-methylene-5-Oxopyrrolidine-1,2-dicarboxylate C=C1C[C@@H](N(C1=O)C(=O)OCCC(C)(C)C)C(=O)[O-]